Ammonium pentadecyl-14,14,15,15,15-d5 (R)-(((1-(6-amino-9H-purin-9-yl)propan-2-yl)oxy)methyl)phosphonate NC1=C2N=CN(C2=NC=N1)C[C@@H](C)OCP(OCCCCCCCCCCCCCC(C([2H])([2H])[2H])([2H])[2H])([O-])=O.[NH4+]